ClC1C(C(CCC1)Cl)=O 2,6-dichlorocyclohexanone